1H,6H,7H,8H,9H,9aH-pyrido[1,2-a]Pyrazin-4-one C1C2N(C(C=N1)=O)CCCC2